ClC1=CC(=C(C=C1)S(=O)(=O)N)C 4-chloro-2-methylbenzenesulfonamide